[(1R,2S,4R)-4-{[5-({4-[(R)-(3-chlorophenyl)(hydroxy)methyl]-5-methyl-2-thienyl}carbonyl)pyrimidin-4-yl]amino}-2-hydroxycyclopentyl]methyl sulfamate S(N)(OC[C@@H]1[C@H](C[C@@H](C1)NC1=NC=NC=C1C(=O)C=1SC(=C(C1)[C@H](O)C1=CC(=CC=C1)Cl)C)O)(=O)=O